N1=C(N=CC=C1)C=1N=NN(N1)CC1=CC=C(C(=O)NO)C=C1 4-[(5-pyrimidin-2-yl-tetrazol-2-yl)methyl]benzohydroxamic acid